butanedioic acid bis(2-hydroxyethyl) ester OCCOC(CCC(=O)OCCO)=O